2-(4-methoxyphenyl)-5-{2-[(4-methoxyphenyl)methoxy]ethyl}-1,3-dioxan COC1=CC=C(C=C1)C1OCC(CO1)CCOCC1=CC=C(C=C1)OC